[Cl-].[Cl-].C1(C=CC=C1)[Zr+2]C=1C(C2=C(C=CC=C2C1)C)C cyclopentadienyl-(1,7-dimethylindenyl)zirconium dichloride